N1C(=NC2=C1C=CC=C2)C2=CC(=NN2CC2=CC=C(C=C2)OC)NC(C2=CC(=C(C=C2)NCCOC)Cl)=O N-[5-(1H-benzimidazol-2-yl)-1-[(4-methoxyphenyl)methyl]pyrazol-3-yl]-3-chloro-4-(2-methoxyethylamino)benzamide